3-bromo-N-(4-fluoro-3-methyl-phenyl)-N-methyl-imidazo[1,2-b]pyridazine-6-carboxamide BrC1=CN=C2N1N=C(C=C2)C(=O)N(C)C2=CC(=C(C=C2)F)C